C(CCCC)C(C(=O)OC[C@@H]1C[C@@H](CC(C1)N(C)CCCCO)COC(C(CCCCCCCC)CCCCC)=O)CCCCCCCC |o1:10,12| (rel-(1R,3S,5r)-5-((4-hydroxybutyl)(methyl)amino)cyclohexane-1,3-diyl)bis(methylene) bis(2-pentyldecanoate)